C(C)OC1=CC=C(C=C1)CCOCC(C(=O)OC)N1CCN(CCN(CCN(CC1)CC(OC(C)(C)C)=O)CC(OC(C)(C)C)=O)CC(=O)OC(C)(C)C methyl 3-[2-(4-ethoxyphenyl)ethoxy]-2-[4,7,10-tris(2-tert-butoxy-2-oxoethyl)-1,4,7,10-tetraazacyclododecan-1-yl]propanoate